C1(CC1)C=1C=CC=C2C(=NN(C12)C)C1=C(C(=O)N)C=CC(=C1)F (7-cyclopropyl-1-methyl-1H-indazol-3-yl)-4-fluorobenzamide